ClC=1C=NC=C(C(=O)N2CC3(CC2)C=C(C(C(C3)(C)C)=O)C#N)C1 2-(5-chloronicotinoyl)-9,9-dimethyl-8-oxo-2-azaspiro[4.5]dec-6-ene-7-carbonitrile